BrC1=C(C(=CC(=C1)F)Br)N1C(=NC2=CC(=C(C=C2C1=O)I)F)CC 3-(2,6-dibromo-4-fluorophenyl)-2-ethyl-7-fluoro-6-iodoquinazolin-4(3H)-one